((2'-methoxy-6-(trifluoromethyl)-[3,4'-bipyridin]-2-yl)carbamoyl)-6,6-dimethyl-6,7-dihydro-5H-pyrazolo[5,1-b][1,3]oxazine COC1=NC=CC(=C1)C=1C(=NC(=CC1)C(F)(F)F)NC(=O)C1=NN2C(OCC(C2)(C)C)=C1